N1=CC=C(C=C1)CC(=O)N1CCC(CC1)N1C(NC2=C1C=CC=C2)=O (1-(2-(pyridin-4-yl)acetyl)piperidin-4-yl)-1H-benzo[d]imidazol-2(3H)-one